C(C)OC(=O)C1=CN=C2N1C=CC=C2Cl 8-chloroimidazo[1,2-a]pyridine-3-carboxylic acid ethyl ester